5-(3-((1-((1-(3-aminopropyl)-3-(4-(trifluoromethoxy)phenyl)-1H-indol-5-yl)methyl)piperidin-4-yl)oxY)propyl)-2-(2,6-dioxopiperidin-3-yl)isoindoline-1,3-dione NCCCN1C=C(C2=CC(=CC=C12)CN1CCC(CC1)OCCCC=1C=C2C(N(C(C2=CC1)=O)C1C(NC(CC1)=O)=O)=O)C1=CC=C(C=C1)OC(F)(F)F